[Mn].[Ni].[C] carbon nickel-manganese